Methyl 4-(bromomethyl)-2-methoxybenzoate BrCC1=CC(=C(C(=O)OC)C=C1)OC